manganese(2+) (2S,2'S)-2,2'-[6-oxa-3,9,15-triazabicyclo[9.3.1]pentadeca-1(15),11,13-triene-3,9-diyl]bis(5-oxo-5-{[(2S,3R,4R,5R)-2,3,4,5,6-pentahydroxyhexyl]amino}pentanoate) C1=2CN(CCOCCN(CC(=CC=C1)N2)[C@H](C(=O)[O-])CCC(=O)NC[C@@H]([C@H]([C@@H]([C@@H](CO)O)O)O)O)[C@H](C(=O)[O-])CCC(NC[C@@H]([C@H]([C@@H]([C@@H](CO)O)O)O)O)=O.[Mn+2]